FC1=CC=C2CCCN(C2=C1F)C(=O)C1CC2(CC(C2)NC(=O)NCC2=CC=C(C=C2)OC)C1 1-(6-(7,8-difluoro-1,2,3,4-tetrahydroquinoline-1-carbonyl)spiro[3.3]hept-2-yl)-3-(4-methoxybenzyl)urea